OC=1C=C(C=CC1O)C1=[O+]C=2C=C(C=C(C2C=C1O)O)O 2-(3,4-dihydroxyphenyl)-chromenylium-3,5,7-triol